ClC1=CC=C(C=N1)NC1=NC=CC2=CC(=CC=C12)OCC1=NN(C=C1C)C N-(6-chloropyridin-3-yl)-6-((1,4-dimethyl-1H-pyrazol-3-yl)methoxy)isoquinolin-1-amine